FC=1C(=C(C(=CC1)C)C1=CC(=C(C(=C1)C)F)[C@H](CC(=O)O)NC(C(CC(C)C)N1C(C(=CC(=C1)CCN1CC(C1)F)F)=O)=O)C (3S)-3-(3',4-difluoro-2',5,6'-trimethyl-[1,1'-biphenyl]-3-yl)-3-(2-(3-fluoro-5-(2-(3-fluoroazetidin-1-yl)ethyl)-2-oxopyridin-1(2H)-yl)-4-methylpentanamido)propanoic acid